C1=C(C=CC2=CC=CC=C12)CBr β-naphthylmethyl bromide